CC1=NC=C(C(=O)OCC)C=C1NS(=O)(=O)CC1=CC=CC=C1 ethyl 6-methyl-5-((phenylmethyl)sulfonamido)nicotinate